3-((S)-2-(5-(2-(dimethylamino)ethyl)-4-methyl-2,3-dioxo-3,4-dihydropyrazin-1(2H)-yl)-4-methylpentanamido)propanoic acid ethyl ester C(C)OC(CCNC([C@H](CC(C)C)N1C(C(N(C(=C1)CCN(C)C)C)=O)=O)=O)=O